L-2,6-diaminohexanoic acid N[C@H](C(=O)O)CCCCN